6-bromo-N-(5-((4-chlorobenzyl)oxy)-1,3,4-thiadiazol-2-yl)-2-morpholinonicotinamide BrC1=NC(=C(C(=O)NC=2SC(=NN2)OCC2=CC=C(C=C2)Cl)C=C1)N1CCOCC1